FC1=C(OC2=CC3=C(N=C(N=C3)NCCN3CCCCC3)N(C2=O)C)C=CC=C1 6-(2-fluorophenoxy)-8-methyl-2-[(2-piperidin-1-ylethyl)amino]pyrido[2,3-d]pyrimidin-7(8H)-one